tris(ethenyl)stibane C(=C)[Sb](C=C)C=C